2-FLUORO-6-METHOXYPYRIDINE-4-BORONIC ACID FC1=NC(=CC(=C1)B(O)O)OC